tolylaminothiocarbonyl-glycylglycine C1(=C(C=CC=C1)NC(=S)NCC(=O)NCC(=O)O)C